C(C)OC(=O)[C@@H]1[C@H](C1)C1=NC=CN=C1C#N (1S,2S)-2-(3-Cyanopyrazin-2-yl)cyclopropane-1-carboxylic acid ethyl ester